C(=O)C1=C(C=CC(=C1)Cl)NS(=O)(=O)C N-(2-formyl-4-chlorophenyl)methanesulfonamide